C1=NC=CC2=CC(=CC=C12)C[C@@H](C(=O)O)NC (S)-3-(isoquinolin-6-yl)-2-(methylamino)propanoic acid